NC1=C(N=CC2=C(C=CC=C12)C1=C(C=NC=C1)C)C(=O)NCCC 4-amino-8-(3-methylpyridin-4-yl)-N-propylisoquinoline-3-carboxamide